(5-ethylthio-1,2,4-thiadiazol-3-yl)ornithine C(C)SC1=NC(=NS1)N[C@@H](CCCN)C(=O)O